2-(2-((3S,4S)-3-amino-4-fluoropyrrolidin-1-yl)-6-methylpyrimidin-4-yl)-4-(2-fluoro-6-methoxyphenyl)-2,3-dihydro-1H-pyrrolo[3,4-c]pyridin-1-one N[C@H]1CN(C[C@@H]1F)C1=NC(=CC(=N1)N1CC=2C(=NC=CC2C1=O)C1=C(C=CC=C1OC)F)C